BrCCC1=CC(=CC=C1)CC 1-(bromoethyl)-3-ethylbenzene